3-ethylbutyryl ketone C(C)C(CC(=O)C(=O)C(CC(C)CC)=O)C